ClC1=C(CNC(C2=CC=C(C=C2)C(=O)N2S(CC2)(=O)=O)=O)C=CC(=C1)Cl N-(2,4-dichlorobenzyl)-4-(1,1-dioxido-1,2-thiazetidine-2-carbonyl)benzamide